NC1(CCC(CC1)NC(=O)[C@H]1CCN(C2(CC2)C1)C(=O)C1=NNC(=C1)C1=CC(=NC=C1F)OC)C(F)(F)F (S)-N-((1s,4R)-4-amino-4-(trifluoromethyl)cyclohexyl)-4-(5-(5-fluoro-2-methoxypyridin-4-yl)-1H-pyrazole-3-carbonyl)-4-azaspiro[2.5]octane-7-carboxamide